4-(1,8-diazaspiro[5.5]undec-8-yl)-1-(2-trimethylsilylethoxymethyl)pyrrolo[2,3-b]pyridine-3-carbonitrile N1CCCCC12CN(CCC2)C2=C1C(=NC=C2)N(C=C1C#N)COCC[Si](C)(C)C